(3-methacryloyloxy-2-hydroxypropoxy)propylbis(trimethylsiloxy)methyl-silane C(C(=C)C)(=O)OCC(COCCC[SiH2]C(O[Si](C)(C)C)O[Si](C)(C)C)O